1-[9-(4-methoxybenzyl)-2-(6-methylpyridin-2-yl)-9H-purin-6-yl]-1H-pyrrolo[3,2-c]pyridin-4-ylamine COC1=CC=C(CN2C3=NC(=NC(=C3N=C2)N2C=CC=3C(=NC=CC32)N)C3=NC(=CC=C3)C)C=C1